propylenebisoleic acid amide C(C(C)CCCCCCCC\C=C/CCCCCCCC(=O)N)CCCCCCCC\C=C/CCCCCCCC(=O)N